NC=1N=C(SC1C(=O)C1=CC=C(C(=O)NC)C=C1)N(C1=CC=C(C=C1)F)[C@@H](C(=O)N)C |r| rac-4-[4-Amino-2-(N-[2-amino-1-methyl-2-oxoethyl]-4-fluoroanilino)thiazol-5-carbonyl]-N-methylbenzamid